C1(CCC1)S(=O)(=O)C=1C=C(C(=C(C(=O)NCC=2C(NC(=CC2C)C)=O)C1)C)N(C1CCOCC1)CC 5-(Cyclobutylsulfonyl)-N-((4,6-dimethyl-2-oxo-1,2-dihydropyridin-3-yl)methyl)-3-(ethyl-(tetrahydro-2H-pyran-4-yl)amino)-2-methylbenzamide